ClC1=CC=CC(=N1)NC(C1=CC=C(C=C1)O)=O N-(6-chloropyridin-2-yl)-4-hydroxybenzamide